NC1=NC=NC2=C1N=C(N=C2)C=2C=C(C=CC2C)C#C[C@]2(C(N(CC2)C)=O)O (R)-3-((3-(8-aminopyrimido[5,4-d]pyrimidin-2-yl)-4-methylphenyl)ethynyl)-3-hydroxy-1-methylpyrrolidin-2-one